N1N=CC2=CC(=CC=C12)C#CC1=NC(=NC=C1)C1=NC(=NC=C1)NCC(=O)N(C)C ((4-((1H-indazol-5-yl)ethynyl)-[2,4'-bipyrimidin]-2'-yl)amino)-N,N-dimethylacetamide